3-(4-hydroxyphenyl)-4,5-dihydro-5-isoxazoleacetic acid OC1=CC=C(C=C1)C1=NOC(C1)CC(=O)O